ClC1=NC(=C2N=C(N(C2=N1)CC)C1=CC=NC=C1)N1CCOCC1 4-[2-chloro-9-ethyl-8-(4-pyridyl)purin-6-yl]morpholine